C(C1=CC=CC=C1)OC(=O)N[C@H](C(=O)O)CC1=CC2=CC=CC=C2C=C1N(C)C(=O)OC(C)(C)C (2S)-2-{[(benzyloxy)carbonyl]amino}-3-{3-[(tert-butoxycarbonyl)(methyl)amino]-2-naphthyl}propanoic acid